C(C)(=O)N1C[C@H](N(C[C@@H]1C1=CC(=CC(=C1)C=1C=NC2=CC=CN=C2C1)Cl)C(\C=C/Cl)=O)C (Z)-1-((2R,5S)-4-acetyl-5-(3-chloro-5-(1,5-naphthyridin-3-yl)phenyl)-2-methylpiperazin-1-yl)-3-chloroprop-2-en-1-one